C(C1=CC=CC=C1)N1C2(C3=CC=CC(=C3CC1)N1N=CC(=C1C(F)(F)F)C(=O)OCC)CC2 ethyl 1-(2'-benzyl-3',4'-dihydro-2'H-spiro[cyclopropane-1,1'-isoquinoline]-5'-yl)-5-(trifluoromethyl)-1H-pyrazole-4-carboxylate